N-(2-oxo-2-{4-[(3S)-3-(pyridin-2-yl)cyclopentyl]-octahydropyrrolo[3,2-b]pyrrol-1-yl}ethyl)-3-(trifluoromethyl)benzamide O=C(CNC(C1=CC(=CC=C1)C(F)(F)F)=O)N1C2C(CC1)N(CC2)C2C[C@H](CC2)C2=NC=CC=C2